FC(C=1N=C(OC1C(=O)N1[C@H](C2=C(CC1)NC=N2)C2=NN1C(C=CC=C1)=C2)C(C)(C)O)F (R)-(4-(difluoromethyl)-2-(2-hydroxypropan-2-yl)oxazol-5-yl)(4-(pyrazolo[1,5-a]pyridin-2-yl)-6,7-dihydro-1H-imidazo[4,5-c]pyridin-5(4H)-yl)methanone